ClC1=C(C=CC(=C1)F)CC(=O)NC1=CC(=NC=C1)N(C(C)=O)C1=CC(=CC(=C1)C)C#N N-{4-[2-(2-chloro-4-fluorophenyl)acetamido]pyridin-2-yl}-N-(3-cyano-5-methylphenyl)acetamide